P(=O)([O-])([O-])[O-].[Fe+3].[Cu] copper ferric phosphate